(R)-5,7-difluorochromane-4-ol benzyl-(3-(4-bromo-2-(3-iodophenyl)-2-methyl-3-oxobutoxy)propyl)(methyl)carbamate C(C1=CC=CC=C1)CN(C(=O)O[C@@H]1CCOC2=CC(=CC(=C12)F)F)CCCOCC(C(CBr)=O)(C)C1=CC(=CC=C1)I